ethylenediamine disuccinic acid C(CCC(=O)O)(=O)O.C(CCC(=O)O)(=O)O.C(CN)N